5-(benzyloxy)-2-hexylhexadeca-2-enoic acid C(C1=CC=CC=C1)OC(CC=C(C(=O)O)CCCCCC)CCCCCCCCCCC